C(C)(=O)N1C(C2=C(CC1)C=C(S2)S(=O)(=O)CC)C(=O)O 6-Acetyl-2-(ethylsulfonyl)-4,5,6,7-tetrahydrothieno[2,3-c]pyridine-7-carboxylic acid